4-[4-(2,6-Dioxopiperidin-3-yl)phenyl]-1,2,3,6-tetrahydropyridine-1-carboxylic acid tert-butyl ester C(C)(C)(C)OC(=O)N1CCC(=CC1)C1=CC=C(C=C1)C1C(NC(CC1)=O)=O